Undec-8-ene-3-carboxylic acid tert-butyl ester C(C)(C)(C)OC(=O)C(CC)CCCCC=CCC